1,2,3,4-tetra-O-acetyl-beta-D-xylopyranose CC(=O)O[C@@H]1CO[C@H]([C@@H]([C@H]1OC(=O)C)OC(=O)C)OC(=O)C